FC1=C(C=CC=C1)C1=CC(N(C=C1C(N(C)C(C)C)=O)CC1(CCN(CC1)C(=O)OC(C)(C)C)O)=O tert-Butyl 4-((4-(2-fluorophenyl)-5-(isopropyl(methyl)carbamoyl)-2-oxopyridin-1(2H)-yl)methyl)-4-hydroxypiperidine-1-carboxylate